1-(2-Cyclohexylethyl)guanidine hydrochloride Cl.C1(CCCCC1)CCNC(=N)N